N-(4-(2-(cyclohexyloxy)propan-2-yl)thiazol-2-yl)-1-(pyridin-4-ylmethyl)-1H-pyrrole-2-carboxamide C1(CCCCC1)OC(C)(C)C=1N=C(SC1)NC(=O)C=1N(C=CC1)CC1=CC=NC=C1